C(C)(C)(C)N1CCC(CC1)C=1SC(=CC1)C(CBr)=O tert-butyl-4-(5-(2-bromoacetyl)thiophen-2-yl)piperidine